C(C)(C)(C)OC(=O)N(N1C(NC2=C(C1=O)C(=CS2)C)=O)C 3-((tert-butoxycarbonyl)(methyl)amino)-5-methyl-2,4-dioxo-1,2,3,4-tetrahydrothieno[2,3-d]pyrimidine